8-iodo-6H-pyrido[4,3-d]Pyrimidin-5-one IC1=CNC(C2=C1N=CN=C2)=O